rel-(S)-4-[4-benzyloxy-6-(4-tert-butyl-5-chloro-2-methyl-phenyl)-2-methyl-3-pyridyl]oxazolidin-2-one C(C1=CC=CC=C1)OC1=C(C(=NC(=C1)C1=C(C=C(C(=C1)Cl)C(C)(C)C)C)C)[C@@H]1NC(OC1)=O |o1:27|